C(C)(CC)OC=1C=C(C=CC1)SC=1C=C2C(=CNC2=CC1)C=1CCN(CC1)CCCC 5-(3-sec-butoxyphenyl)thio-3-(1-butyl-1,2,3,6-tetrahydropyridin-4-yl)-1H-indole